3-ethyloxetaneOne C(C)C1C(OC1)=O